NC(C(=O)[O-])=C 2-aminoacrylate